(3R)-3-amino-5-[(4-chlorophenyl)methyl]-7-(5-morpholino-1,3,4-oxadiazol-2-yl)-1,1-dioxo-2,3-dihydro-1λ6,5-benzothiazepin-4-one N[C@H]1CS(C2=C(N(C1=O)CC1=CC=C(C=C1)Cl)C=C(C=C2)C=2OC(=NN2)N2CCOCC2)(=O)=O